N-{4-[7-Cyclopropyl-3-(pyridin-2-yl)-1H-pyrrolo[3,2-b]pyridin-2-yl]pyridin-2-yl}-2-(4-fluorophenyl)acetamid C1(CC1)C1=C2C(=NC=C1)C(=C(N2)C2=CC(=NC=C2)NC(CC2=CC=C(C=C2)F)=O)C2=NC=CC=C2